ClC=1C=C2C=NC(=NC2=CC1C1CCN(CC1)C[C@H](O)C1=C(C(=CC=C1)F)F)NC=1C=NN(C1C)C1CC1 (1R)-2-(4-{6-chloro-2-[(1-cyclopropyl-5-methyl-1H-pyrazol-4-yl)amino]quinazolin-7-yl}piperidin-1-yl)-1-(2,3-difluorophenyl)ethan-1-ol